FC=1C=C(C=C2CCNC12)OC 7-fluoro-5-methoxy-2,3-dihydro-1H-indole